2-(6-((5-methyl-2-((1-(tetrahydrofuran-3-yl)-1H-pyrazol-4-yl)amino)thieno[2,3-d]pyrimidine-4-yl)amino)pyridin-2-yl)propan-2-ol CC1=CSC=2N=C(N=C(C21)NC2=CC=CC(=N2)C(C)(C)O)NC=2C=NN(C2)C2COCC2